4-((6-cyclopropylpyridin-3-yl)methyl)-1-(2-(pyrimidin-4-yl)nicotinoyl)piperidine-4-carbonitrile C1(CC1)C1=CC=C(C=N1)CC1(CCN(CC1)C(C1=C(N=CC=C1)C1=NC=NC=C1)=O)C#N